(R)-4-benzyl-7-bromo-2-methyl-6-(trifluoromethyl)-2H-benzo[b][1,4]oxazin-3(4H)-one C(C1=CC=CC=C1)N1C2=C(O[C@@H](C1=O)C)C=C(C(=C2)C(F)(F)F)Br